N-(2-Methoxyethyl)-3,4-methylenedioxyamphetamine COCCNC(C)CC1=CC2=C(C=C1)OCO2